C1=CC(=CN=C1)CNC(=O)C2=CC(=NC=N2)C(=O)NCC3=CN=CC=C3 The molecule is a pyrimidinecarboxamide having the amido groups at the 4- and 6-positions and pyridin-3-ylmethyl as the amide N-substituents. It is a member of pyridines and a pyrimidinecarboxamide.